FC(C(=O)O)(F)F.FC=1C=C(C=NC1)C1=NN=C(O1)C12CC(C1)(C2)N 1-[5-(5-fluoro-3-pyridyl)-1,3,4-oxadiazol-2-yl]bicyclo[1.1.1]pentan-3-amine trifluoroacetic acid salt